(7-(2-amino-7-fluorobenzo[d]thiazol-4-yl)-6-chloro-2-((1-((dimethylamino)methyl)cyclopropyl)methoxy)-8-fluoroquinazolin-4-yl)azepan-4-ol NC=1SC2=C(N1)C(=CC=C2F)C2=C(C=C1C(=NC(=NC1=C2F)OCC2(CC2)CN(C)C)N2CCC(CCC2)O)Cl